N1=C(C=CC=C1)SSCCN aminoethyl 2-pyridyl disulfide